3-bromo-1-(1-(6-chloro-4-methylpyridin-3-yl)ethyl)-1H-pyrazole-4-carboxylic acid ethyl ester C(C)OC(=O)C=1C(=NN(C1)C(C)C=1C=NC(=CC1C)Cl)Br